ClC1=C(C=CC(=C1)NC([C@H](CC1=CC=CC=C1)NC(C1=CC=C(C=C1)F)=O)=O)S(=O)(=O)Cl (S)-2-chloro-4-(2-(4-fluorobenzamido)-3-phenylpropionamido)benzene-1-sulfonyl chloride